NCC(=O)C1=CC(=CC=C1)Br 2-amino-1-(3-bromophenyl)ethanone